N-(quinolin-8-yl)-4-bromobenzamide N1=CC=CC2=CC=CC(=C12)NC(C1=CC=C(C=C1)Br)=O